N-(((4-((S)-2-((S)-2-amino-3-methylbutanamido)propanamido)benzyl)oxy)carbonyl)-N-methyl-L-alaninate N[C@H](C(=O)N[C@H](C(=O)NC1=CC=C(COC(=O)N([C@@H](C)C(=O)[O-])C)C=C1)C)C(C)C